ClC1=CC(=C(C=C1)C1=NC(=NC2=C1N=C(N(C2=O)C)C)[C@@H]2C[C@H](OCC2)C2=CC(=NC=C2)C)F 8-(4-chloro-2-fluorophenyl)-2,3-dimethyl-6-[(2S,4S)-2-(2-methylpyridin-4-yl)oxan-4-yl]-3H,4H-pyrimido[5,4-d][1,3]diazin-4-one